methacryloxymethyltricarboxysilane C(C(=C)C)(=O)OC[Si](C(=O)O)(C(=O)O)C(=O)O